tert-butyl (3-(4-((6-((5-fluoro-4-(4-fluoro-1-isopropyl-2-methyl-1H-benzo[d]imidazol-6-yl)pyrimidin-2-yl)amino)pyridin-3-yl)methyl)piperazin-1-yl)propyl)carbamate FC=1C(=NC(=NC1)NC1=CC=C(C=N1)CN1CCN(CC1)CCCNC(OC(C)(C)C)=O)C=1C=C(C2=C(N(C(=N2)C)C(C)C)C1)F